7-((3R,6R)-6-(azetidin-1-ylmethyl)tetrahydro-2H-pyran-3-yl)-5-(2-fluoro-4-phenoxyphenyl)imidazo[5,1-f][1,2,4]triazin-4-amine N1(CCC1)C[C@H]1CC[C@@H](CO1)C1=NC(=C2C(=NC=NN21)N)C2=C(C=C(C=C2)OC2=CC=CC=C2)F